ClC=1C(=CC=C2N=CC(=NC12)C=1C=NN(C1)CCC1CCN(CC1)C(C=C)=O)OC1=CC2=C(N=C(N2)C)C=C1 1-[4-[2-[4-[8-chloro-7-[(2-methyl-3H-benzimidazol-5-yl)oxy]-quinoxalin-2-yl]pyrazol-1-yl]ethyl]-1-piperidyl]prop-2-en-1-one